[Si](C)(C)(C)C[Si](C)(C)C TMStetramethylsilan